BrC=1C(=C2C(=NC1)N(N=C2)C2OCCCC2)I 5-bromo-4-iodo-1-(oxan-2-yl)pyrazolo[3,4-b]pyridine